(S)-3-(4-(7-((14-azido-3,6,9,12-tetraoxatetradecyl)oxy)benzo[b]thiophen-4-yl)phenyl)-3-(2-(4-((4-methylpyridin-2-yl)amino)butanamido)acetamido)propanoic acid N(=[N+]=[N-])CCOCCOCCOCCOCCOC1=CC=C(C2=C1SC=C2)C2=CC=C(C=C2)[C@H](CC(=O)O)NC(CNC(CCCNC2=NC=CC(=C2)C)=O)=O